(3R,5R,8S,10R,13S,14S)-10-Fluoro-17-(1-hydroxyethyl)-3,13-dimethylhexadecahydro-1H-cyclopenta[a]phenanthren-3-ol F[C@]12C3CC[C@@]4(C(CC[C@H]4[C@@H]3CC[C@@H]2C[C@@](CC1)(O)C)C(C)O)C